2-(dodecylthiocarbonylthio)2-methylpropanoic acid C(CCCCCCCCCCC)C(=S)SC(C(=O)O)(C)C